N-vinyl-2-methyl-propionamide C(=C)NC(C(C)C)=O